4,5,6,7-tetrahydrooxepin-2-carbaldehyde O1C(=CCCCC1)C=O